tert-butyl-3-(4-((E)-2-((1s,3s)-3-(4-cyanophenethyl) cyclohexyl) vinyl) phenyl)-2,5-dihydro-1H-pyrrole-1-carboxylate C(C)(C)(C)OC(=O)N1CC(=CC1)C1=CC=C(C=C1)\C=C\[C@@H]1C[C@@H](CCC1)CCC1=CC=C(C=C1)C#N